The molecule is an organophosphate oxoanion resulting from deprotonation of the two phosphate OH groups of 12-aminolauroyl tripalmitoyl cardiolipin. It is a conjugate base of a 12-aminolauroyl tripalmitoyl cardiolipin. CCCCCCCCCCCCCCCC(=O)OC[C@H](COP(=O)([O-])OC[C@@H](COP(=O)([O-])OC[C@@H](COC(=O)CCCCCCCCCCCN)OC(=O)CCCCCCCCCCCCCCC)O)OC(=O)CCCCCCCCCCCCCCC